5-bromo-6-isopropoxy-2H-indazole BrC1=CC2=CNN=C2C=C1OC(C)C